1-(benzyl)imidazoline-2-one C(C1=CC=CC=C1)N1C(NCC1)=O